(R)-3-(azetidin-1-yl)-2-methyl-N-(2-(p-tolyl)propan-2-yl)propanamide N1(CCC1)C[C@H](C(=O)NC(C)(C)C1=CC=C(C=C1)C)C